OC[C@H](C)OC1=NC=C(C=N1)NC(O[C@@H](COC1=C(C=C2C(=N1)SC(=N2)C2=C1N=CC(=NC1=CC(=C2)C)OC)F)C)=O (R)-1-((6-fluoro-2-(2-methoxy-7-methylquinoxalin-5-yl)thiazolo[5,4-b]pyridin-5-yl)oxy)propan-2-yl (2-(((S)-1-hydroxypropan-2-yl)oxy)pyrimidin-5-yl)carbamate